5,5-dimethyl-4-azaspiro[2.5]octan-7-one CC1(NC2(CC2)CC(C1)=O)C